6-(2-fluorophenyl)-N2-isopropyl-N4-(pyridin-4-yl)-1,3,5-triazine-2,4-diamine FC1=C(C=CC=C1)C1=NC(=NC(=N1)NC(C)C)NC1=CC=NC=C1